(1-(2,6-Dioxopiperidin-3-yl)-3-methyl-2-oxo-2,3-dihydro-1H-benzo[d]-imidazol-4-yl)azetidine-1-carboxylic acid tert-butyl ester C(C)(C)(C)OC(=O)N1C(CC1)C1=CC=CC=2N(C(N(C21)C)=O)C2C(NC(CC2)=O)=O